(4-((6-amino-5-ethynylpyrimidin-4-yl)oxy)-2-fluorophenyl)-3-(3-(tert-butyl)-1-(4-(dimethylamino)phenyl)-1H-pyrazol-5-yl)urea NC1=C(C(=NC=N1)OC1=CC(=C(C=C1)NC(=O)NC1=CC(=NN1C1=CC=C(C=C1)N(C)C)C(C)(C)C)F)C#C